1-[4-(4-chloro-3-methoxy-phenyl)piperazin-1-yl]-2-[3-(1H-imidazol-2-yl)pyrazolo[3,4-b]pyridin-1-yl]ethanone ClC1=C(C=C(C=C1)N1CCN(CC1)C(CN1N=C(C=2C1=NC=CC2)C=2NC=CN2)=O)OC